benzylidene-2-(3,4-dimethoxystyryl)oxazol-5(4H)-one C(C1=CC=CC=C1)=C1N=C(OC1=O)C=CC1=CC(=C(C=C1)OC)OC